(Z)-9-(cyclopropylmethyl)-4-(6-(2-fluoro-2-(6-(pyridazin-4-yl)pyrazin-2-yl)vinyl)-3-(2-fluorophenoxy)-2-(trifluoromethyl)phenyl)-1-oxa-4,9-diazaspiro[5.5]undecane C1(CC1)CN1CCC2(CN(CCO2)C2=C(C(=CC=C2\C=C(\C2=NC(=CN=C2)C2=CN=NC=C2)/F)OC2=C(C=CC=C2)F)C(F)(F)F)CC1